COC=1C=C(C(=C2CCC3=CC(=CC=C3C12)O)C=1C(=CC(=C2C3=CC=C(C=C3CCC12)O)OC)O)O 4,4'-dimethoxy-9,9',10,10'-tetrahydro[1,1'-biphenanthrene]-2,2',7,7'-tetrol